(2-amino-4-trifluoromethoxyphenyl)[4-(2-cyclopropyl-imidazo[4,5-b]pyridin-7-yl)-1-piperidyl]methanone NC1=C(C=CC(=C1)OC(F)(F)F)C(=O)N1CCC(CC1)C1=C2C(=NC=C1)N=C(N2)C2CC2